OSO.[Li] LITHIUM HYDROXYSULFID